tert-butyl-(4-methylpiperidine) C(C)(C)(C)N1CCC(CC1)C